C(C)N1C=NC2=C1N=NC=C2C2=CC=C(C=C2)F 7-Ethyl-4-(4-fluorophenyl)-7H-imidazo[4,5-c]pyridazine